OB1OCC2=C1C(=CC(=C2)NC2=NC=C(C(=N2)NC2=CC=CC=C2)C)C N2-(1-hydroxy-7-methyl-3H-2,1-benzoxaborole-5-yl)-5-methyl-N4-phenyl-pyrimidine-2,4-diamine